(4R)-5-(cyclohexylmethyl)-4-ethyl-1-methyl-4H,5H-[1,2,4]triazole C1(CCCCC1)CC1N(C=NN1C)CC